(S)-1-cyanoethyl (S)-6-diazo-2-((R)-2-methoxypropanamido)-5-oxohexanoate [N+](=[N-])=CC(CC[C@@H](C(=O)O[C@@H](C)C#N)NC([C@@H](C)OC)=O)=O